4-(4-(pyrrolidin-1-ylsulfonyl)phenyl)isoindolin-1-one N1(CCCC1)S(=O)(=O)C1=CC=C(C=C1)C1=C2CNC(C2=CC=C1)=O